CC(CCCCC)CCCCCCCCCCCCCCCCCC 6-Methyltetracosane